BrC1=CC(=C2C=NNC2=C1)C1=NN=C(S1)CC=1N=C2N(C=C(C=C2)CNCC2CCC2)C1 1-(2-((5-(6-bromo-1H-indazol-4-yl)-1,3,4-thiadiazol-2-yl)methyl)Imidazo[1,2-a]pyridin-6-yl)-N-(cyclobutylmethyl)methanamine